4-(4-((4-fluorobicyclo[1.1.1]pentan-2-yl)oxy)-1H-pyrrolo[2,3-b]pyridin-3-yl)pyrimidin-2-amine FC1C2C(C1C2)OC2=C1C(=NC=C2)NC=C1C1=NC(=NC=C1)N